ClC1=C(C=CC=C1)NC(=O)C(C(C)=O)N=NC1=C(C=C(C=C1)S(=O)(=O)[O-])[N+](=O)[O-].ClC1=C(C=CC=C1)NC(=O)C(C(C)=O)N=NC1=C(C=C(C=C1)S(=O)(=O)[O-])[N+](=O)[O-].[Ca+2].OC1=C(C=C(C=C1)NC(C1=CC=C(C=C1)SC(F)(F)F)=O)S(=O)(=O)C N-(4-hydroxy-3-(methylsulfonyl)phenyl)-4-((trifluoromethyl)thio)benzamide calcium bis[4-[[1-[[(2-chlorophenyl)amino]carbonyl]-2-oxopropyl]azo]-3-nitrobenzenesulfonate]